3-(3-chlorophenyl)azetidine hydrochloride Cl.ClC=1C=C(C=CC1)C1CNC1